ClC1=NC(=NC=C1C(F)(F)F)N[C@@H]1[C@@H](CN(CC1)C(=O)OC(C)(C)C)F Tert-butyl (3R,4S)-4-((4-chloro-5-(trifluoromethyl)pyrimidin-2-yl)amino)-3-fluoro-piperidine-1-carboxylate